4-[5-(2-aminoethyl)pyrimidin-2-yl]-3-(6-piperidin-1-ylpyridazin-4-yl)oxybenzonitrile NCCC=1C=NC(=NC1)C1=C(C=C(C#N)C=C1)OC1=CN=NC(=C1)N1CCCCC1